C1(=CC=CC2=CC=CC=C12)C(=O)[O-].[K+].[K+].C1(=CC=CC2=CC=CC=C12)C(=O)[O-] dipotassium naphthalate